C(#N)C1=CC(=C(OCC2=C(C=CC(=N2)OC2CCN(CC2)CC2=NC3=C(N2C[C@H]2OCCC2)C=C(C=C3)C(=O)OC)F)C=C1)F methyl (S)-2-((4-((6-((4-cyano-2-fluorophenoxy) methyl)-5-fluoropyridin-2-yl) oxy) piperidin-1-yl) methyl)-1-(oxolan-2-ylmethyl)-1H-benzo[d]imidazole-6-carboxylate